rac-methyl (5aR,6S,7R,8aR)-3-chloro-5a-(4-fluorophenyl)-8a-hydroxy-8-oxo-6-phenyl-5a,7,8,8a-tetrahydro-6H-cyclopenta[4,5]furo[3,2-b]pyridine-7-carboxylate ClC=1C=C2C(=NC1)[C@]1([C@@](O2)([C@@H]([C@H](C1=O)C(=O)OC)C1=CC=CC=C1)C1=CC=C(C=C1)F)O |r|